SC=1N(C=CN1)C L-2-mercapto-1-methylimidazole